C1=C(C=CC2=CC=CC=C12)[C@H]1[C@@H](C1)C1(CCC(CC1)N)N 1-((trans)-2-(naphthalen-2-yl)cyclopropyl)cyclohexane-1,4-diamine